CN(CC[Sn](CCN(C)C)(CCN(C)C)CCN(C)C)C Tetra(2-dimethylaminoethyl)tin